5-Benzyl-3-(2,4-dimethyl-thiazol-5-yl-methoxymethyl)-4,5-dihydro-isoxazole-5-carboxylic acid C(C1=CC=CC=C1)C1(CC(=NO1)C(OC)C1=C(N=C(S1)C)C)C(=O)O